[O-]CCC.C(C(C)C)[Al+]CC(C)C diisobutyl-aluminum n-propoxide